OC1(CC=2C(C=3N(C1)N=C1C3CN(CC1)C(=O)OC(C)(C)C)=NOC2)C(=O)OC 11-tert-Butyl 5-methyl 5-hydroxy-5,6,9,10-tetrahydro-4H-[1,2]oxazolo[3,4-c]pyrido[4',3':3,4]-pyrazolo[1,5-a]azepine-5,11(12H)-dicarboxylate